2-{[(1S)-1-(4-{[(2S)-4-Acryloyl-2-methylpiperazin-1-yl]methyl}phenyl)ethyl]amino}-8-ethylpyrido[2,3-d]pyrimidin-7(8H)-on C(C=C)(=O)N1C[C@@H](N(CC1)CC1=CC=C(C=C1)[C@H](C)NC=1N=CC2=C(N1)N(C(C=C2)=O)CC)C